3-(4-((4-((((R)-1-cyclopropylethyl)amino)methyl)benzyl)thio)-1-oxoisoindolin-2-yl)piperidine-2,6-dione C1(CC1)[C@@H](C)NCC1=CC=C(CSC2=C3CN(C(C3=CC=C2)=O)C2C(NC(CC2)=O)=O)C=C1